N-(4-(4-(2,4-difluorophenylsulfonylamino)phenyl)thiazol-2-yl)acetamide FC1=C(C=CC(=C1)F)S(=O)(=O)NC1=CC=C(C=C1)C=1N=C(SC1)NC(C)=O